C(CCCCCCC)CP(C(N(CC(C)C)CC(C)C)=O)(C1=CC=CC=C1)=O octyl-(phenyl)-N,N-diisobutyl-carbamoyl-methylphosphine oxide